N-methylmethanamine benzenesulfonate C1(=CC=CC=C1)S(=O)(=O)O.CNC